[Si](C)(C)(C(C)(C)C)O[C@H]1[C@@H](O[C@H]([C@@H](C1)O[Si](C)(C)C(C)(C)C)C)O[C@@H](CC/C=C/C(=O)OCC1=CC=CC=C1)C benzyl (2E,6R)-6-{[(2R,3R,5R,6S)-3,5-bis[(tert-butyldimethylsilyl)oxy]-6-methyloxan-2-yl]oxy}hept-2-enoate